FC(C(=O)O)(F)F.FC(C(=O)O)(F)F.CN1C(=NN=C1C1=CC(=C(C=C1F)C=1CCNCC1)F)C1=CC(=C(C=C1F)C=1CCNCC1)F 4,4'-((4-methyl-4H-1,2,4-triazole-3,5-diyl)bis(2,5-difluoro-4,1-phenylene))bis(1,2,3,6-tetrahydropyridine) bistrifluoroacetic acid salt